5-(pyridine-2-carbonylamino)piperidine-1-carboxylate N1=C(C=CC=C1)C(=O)NC1CCCN(C1)C(=O)[O-]